NCCC1=CC2=C(N(C(=N2)CNC(OCC2=CC=CC=C2)=O)COCC[Si](C)(C)C)C=C1 benzyl {[5-(2-aminoethyl)-1-{[2-(trimethylsilyl)ethoxy]methyl}-1H-benzimidazol-2-yl]methyl}carbamate